BrC1=C(C=C(C=C1)CO[C@@H]([C@H](CCC(N)=O)NC(OC(C)(C)C)=O)C)F tert-butyl N-[(3S,4R)-4-[(4-bromo-3-fluorophenyl) methoxy]-1-carbamoylpentan-3-yl]carbamate